((2-cyano-1-(1-ethyl-3-methyl-1H-pyrazol-5-yl)-2-(4-(trimethylsilyl) phenyl) vinyl) oxy) acetate C(C)(=O)OOC(=C(C1=CC=C(C=C1)[Si](C)(C)C)C#N)C1=CC(=NN1CC)C